5-bromo-4-fluoro-2-((4-fluoro-2-methylphenyl)amino)-N-(6-methoxy-2-methylpyridin-3-yl)benzamide BrC=1C(=CC(=C(C(=O)NC=2C(=NC(=CC2)OC)C)C1)NC1=C(C=C(C=C1)F)C)F